COC1=C(C=C2C=NN(C2=C1)C)C1=CC(=NC=C1C(=O)NC=1SC2=C(N1)CN(C2)C(=O)OC(C)(C)C)C tert-butyl 2-(4-(6-methoxy-1-methyl-1H-indazol-5-yl)-6-methylnicotinamido)-4,6-dihydro-5H-pyrrolo[3,4-d]thiazole-5-carboxylate